2-(4-ethoxy-phenyl)-2H-benzotriazol-5-ylamine C(C)OC1=CC=C(C=C1)N1N=C2C(=N1)C=CC(=C2)N